FC(S(=O)(=O)OC1=CC=C(C=C1)SC=1C2=C([Se]C1C1=CC=C(C=C1)OC)C=C(C=C2)OC)(F)F 4-((6-Methoxy-2-(4-methoxyphenyl)benzo[b]-selenophen-3-yl)thio)phenyl trifluoromethane-sulfonate